FC=1C=CC=C2CCC(NC12)=O 8-fluoro-3,4-dihydro-1H-quinolin-2-one